N-(3-(3-chloro-2-(3-(difluoromethoxy)-4-formylphenyl)pyridin-4-yl)-2-methylphenyl)-5-(3-fluoropropyl)-1-methyl-4,5,6,7-tetrahydro-1H-imidazo[4,5-c]pyridine-2-carboxamide ClC=1C(=NC=CC1C=1C(=C(C=CC1)NC(=O)C=1N(C2=C(CN(CC2)CCCF)N1)C)C)C1=CC(=C(C=C1)C=O)OC(F)F